2-isopropyl-6-methyl-N-(1-(3,4,5-trimethoxyphenyl)-1H-imidazol-4-yl)thieno[3,2-d]pyrimidin-4-amine C(C)(C)C=1N=C(C2=C(N1)C=C(S2)C)NC=2N=CN(C2)C2=CC(=C(C(=C2)OC)OC)OC